C(C1=CC=CC=C1)SC=1C=C(CNS(=O)(=O)C)C=CC1C#N N-(3-(benzylthio)-4-cyanobenzyl)methanesulfonamide